4-((4-(benzylcarbamoyl)benzyl)oxy)phenyl sulfurofluoridate S(OC1=CC=C(C=C1)OCC1=CC=C(C=C1)C(NCC1=CC=CC=C1)=O)(=O)(=O)F